5-(6-cyclobutyl-2,6-diazaspiro[3.3]hept-2-yl)-2-(4-isopropyl-5-(8-methoxy-[1,2,4]triazolo[1,5-a]pyridin-6-yl)-1H-pyrazol-3-yl)-4-methylthiazole C1(CCC1)N1CC2(CN(C2)C2=C(N=C(S2)C2=NNC(=C2C(C)C)C=2C=C(C=3N(C2)N=CN3)OC)C)C1